[S].[Cu]=O.[La] lanthanum copper oxide sulfur